6-bromo-4-chloro-pyrrolo[1,2-b]pyridazine-3-carboxamide BrC=1C=C2N(N=CC(=C2Cl)C(=O)N)C1